CC1=NC=C(C(=C1)N1CC2(CN(C2)C(=O)OC(C)(C)C)C1)C(NC=1SC=2C(=NC=C(C2)C2=CC=NC=C2)N1)=O tert-butyl 6-(2-methyl-5-((6-(pyridin-4-yl)thiazolo[4,5-b]pyridin-2-yl)carbamoyl)pyridin-4-yl)-2,6-diazaspiro[3.3]heptane-2-carboxylate